NC=1C(=NC=NC1OCC(=C)C)N(C(OC(C)(C)C)=O)COCC[Si](C)(C)C tert-butyl (5-amino-6-((2-methylallyl)oxy)pyrimidin-4-yl)((2-(trimethylsilyl)ethoxy) methyl)carbamate